COC1=C(C=O)C=C(C(=N1)OC)OC 2,5,6-trimethoxynicotinaldehyde